CN1N=C(C(=C1)N\C(\C)=C\1/C(NC2=CN=C(C=C21)C=2C=NC=CC2C)=O)C (Z)-3-(1-((1,3-Dimethyl-1H-pyrazol-4-yl)amino)ethylidene)-5-(4-methylpyridin-3-yl)-1H-pyrrolo[2,3-c]pyridin-2(3H)-one